[N+](=O)([O-])C1=CC=C(O1)C(=O)N1CCN(CC1)S(=O)(=O)C1=CC=C(C=C1)C(F)(F)F (5-Nitrofuran-2-yl){4-[4-(trifluoromethyl)benzene-1-sulfonyl]piperazin-1-yl}methanone